NCCC[Si](OCC)(C(C)C)C(C)C 3-AMINOPROPYLDIISOPROPYLETHOXY-SILANE